5-chloro-3-fluoro-2-(4-{[(3R)-1-(2-hydroxyethyl)piperidin-3-yl]amino}pyrido[3,4-d]pyridazin-1-yl)phenol formate C(=O)OC1=C(C(=CC(=C1)Cl)F)C1=C2C(=C(N=N1)N[C@H]1CN(CCC1)CCO)C=NC=C2